CS(=O)(=O)C=1C=C(C=CC1)[C@@H](C1CCN(CC1)C(=O)N1C[C@@H]2[C@@H](OCC(N2)=O)CC1)C=1C=NC=CC1 |o1:10| (4aR,8aS)-6-[4-[(R or S)-(3-methylsulfonylphenyl)-(3-pyridyl)methyl]piperidine-1-carbonyl]-4,4a,5,7,8,8a-hexahydropyrido[4,3-b][1,4]oxazin-3-one